CCCC(C#N)N The molecule is a nitrile that is pentanenitrile in which one of the alpha-hydrogens is replaced by an amino group. It is a primary amino compound and an aliphatic nitrile.